6-bromobenzo[d]thiazole-2-carboxylic acid BrC1=CC2=C(N=C(S2)C(=O)O)C=C1